2-({5-chloro-2-cyclopropyl-4-[4-(2-methoxy-phenyl)-piperidin-1-yl]-quinazolin-6-yl}-methyl-amino)-ethanol ClC1=C2C(=NC(=NC2=CC=C1N(CCO)C)C1CC1)N1CCC(CC1)C1=C(C=CC=C1)OC